6-aminohexane-1,3-dithiol NCCCC(CCS)S